C(CCCCC)P (1-hexyl)-phosphine